C(C)OC([C@@H](NC1=CC=C(C=C1)S(=O)(=O)C)CO)=O (2S,3R)-p-methylsulfonyl-phenyl-serine ethyl ester